FC(C1=NC(=NC=C1F)C(=O)OC)F Methyl 4-(difluoromethyl)-5-fluoropyrimidine-2-carboxylate